COC=1C=C(C=CC1OC)CCNC(CC1=CC(=C(C(=C1)OC)OC)OC)=O N-[2-(3,4-dimethoxyphenyl)ethyl]-2-(3,4,5-trimethoxyphenyl)acetamide